3-fluoro-5-(piperidin-4-yloxy)pyridine FC=1C=NC=C(C1)OC1CCNCC1